C(CC)C1=C(C(=C(C(=C1O)F)F)C1=CCCCC1)C1CCCCC1 propylcyclohexyl-cyclohexenyl-2,3-difluorophenol